ClC1=CC=C(C(CBr)=O)C=C1 4-chlorophenacylbromide